1-(2-(1-(6-amino-5-cyanopyrimidin-4-yl)piperidin-3-yl)thiazol-4-yl)-3-(2-(pyrrolidin-1-yl)phenyl)urea NC1=C(C(=NC=N1)N1CC(CCC1)C=1SC=C(N1)NC(=O)NC1=C(C=CC=C1)N1CCCC1)C#N